3-allyloxy-2-hydroxy-1-propanesulfonic acid potassium salt [K+].C(C=C)OCC(CS(=O)(=O)[O-])O